C(C)(C)(C)C=1C=C(N(N1)C1CCNCC1)NC(=O)NC1=CC=C(C=C1)N1C=NC2=C1C=CC(=C2)OC 1-(5-tert-Butyl-2-piperidin-4-yl-2H-pyrazol-3-yl)-3-[4-(5-methoxy-benzimidazol-1-yl)-benzeneyl]-urea